C(C=C)N1C(C2=CC=C(C=C2C1(C)C)NC1=NC=C(C(=C1)N[C@H](CO)C1=CC=CC=C1)C=1OC=NN1)=O (S)-2-allyl-5-((4-((2-hydroxy-1-phenylethyl)amino)-5-(1,3,4-oxadiazol-2-yl)pyridin-2-yl)amino)-3,3-dimethylisoindolin-1-one